FC(CC1N(CCC(C1)C(=O)NC)C(=O)C1CC1)(F)F 2-trifluoroethyl-1-(cyclopropanecarbonyl)-N-methylpiperidine-4-carboxamide